C(C1=CC=CC=C1)N1CCC(CC1)C=1C(=C2CN(C(C2=CC1)=O)C1C(NC(CC1)=O)=O)[N+](=O)[O-] 3-(5-(1-benzylpiperidin-4-yl)-4-nitro-1-oxoisoindolin-2-yl)piperidine-2,6-dione